O=C1NC(CCC1N1C(N(C2=C1C=CC(=C2)N2C[C@H]([C@@H](CC2)CC(=O)OC(C)(C)C)C)C)=O)=O tert-butyl 2-((3S,4S)-1-(1-(2,6-dioxopiperidin-3-yl)-3-methyl-2-oxo-2,3-dihydro-1H-benzo[d]imidazol-5-yl)-3-methylpiperidin-4-yl)acetate